methyl 5-cyclopropyl-6-(1-methylbenzimidazol-4-yl)-3-[[5-methyl-1-(1-methyl-4-piperidyl)pyrazol-4-yl]amino]pyrazine-2-carboxylate C1(CC1)C=1N=C(C(=NC1C1=CC=CC=2N(C=NC21)C)C(=O)OC)NC=2C=NN(C2C)C2CCN(CC2)C